4-METHYL-2,5-CYCLOHEXADIENE-1-CARBOXYLIC ACID CC1C=CC(C=C1)C(=O)O